CC1=CC=C(C=C1)CCS(=O)(=O)N1CCCCC1 1-(4-Methylphenylethyl)sulfonylpiperidine